1-(6-Chloropyrimidin-4-yl)piperidine-4-carboxylic acid ethyl ester C(C)OC(=O)C1CCN(CC1)C1=NC=NC(=C1)Cl